C(C)(=O)O[C@H](CCl)COC1=C(C=C(C=C1Cl)C(C)(C)C1=CC=C(C=C1)OC[C@H](CNS(=O)(=O)C)O)Cl (S)-1-chloro-3-(2,6-dichloro-4-(2-(4-((S)-2-hydroxy-3-(methylsulfonamido)propoxy)phenyl) propan-2-yl)phenoxy)propan-2-yl acetate